4-(4-chlorophenyl)-2,2-dimethylpent-4-enenitrile ClC1=CC=C(C=C1)C(CC(C#N)(C)C)=C